COC1=C(C=C(C(=C1)OC)OC)OC 1,2,4,5-tetramethoxybenzene